NC(C(=O)O)[C@@H]1CC[C@H](CC1)NC trans-α-amino-4-methylaminocyclohexaneacetic acid